FC1=C(C=CC(=C1)B1OC(C(O1)(C)C)(C)C)N1CCN(CC1)C(=O)OC(C)(C)C tert-butyl 4-(2-fluoro-4-(4,4,5,5-tetramethyl-1,3,2-dioxaborolan-2-yl)phenyl)piperazine-1-carboxylate